(S)-N-(1-(4-(N-tert-butylsulfamoyl)phenoxy)-3-phenylpropan-2-yl)4-fluorobenzamide C(C)(C)(C)NS(=O)(=O)C1=CC=C(OC[C@H](CC2=CC=CC=C2)NC(C2=CC=C(C=C2)F)=O)C=C1